BrC1=C2CC[C@@H](C2=CC=C1)NC1=CC=C(C(=N1)OC)C#N 6-[[(1S)-4-bromoindan-1-yl]amino]-2-methoxy-pyridine-3-carbonitrile